FC1=C(C=CC=C1)[C@@H](CNC1=CC(=CC(=C1)C(F)(F)F)C(F)(F)F)CC1=NC=CC=C1Cl (S)-N-[2-(2-fluorophenyl)-3-(3-chloropyridin-2-yl)propyl]-3,5-bis(trifluoromethyl)aniline